FC1=CC=C(C=C1)C=1SC=C(N1)CO (2-(4-fluorophenyl)thiazol-4-yl)methanol